ClC1=C(COC=2C=C(C=CC2)C2=NN(C3=NC=NC(=C32)N)C(C)C)C=CC=C1 3-(3-(2-chlorobenzyloxy)phenyl)-1-isopropyl-1H-pyrazolo[3,4-d]pyrimidin-4-amine